C(C=C)(=O)OCC(CO)O (Dl)-2,3-dihydroxypropyl acrylate